(2R,3S)-2-(3-(6-chloro-5-methoxy-1H-benzo[d]imidazol-1-yl)propyl)piperidin-3-ol dihydrochloride Cl.Cl.ClC=1C(=CC2=C(N(C=N2)CCC[C@H]2NCCC[C@@H]2O)C1)OC